N-((1r,4r)-4-((3-(6-(1H-imidazol-1-yl)pyridin-3-yl)-2-oxo-2,3-dihydro-1H-benzo[d]imidazol-1-yl)methyl)cyclohexyl)-5-chloro-2-methylnicotinamide N1(C=NC=C1)C1=CC=C(C=N1)N1C(N(C2=C1C=CC=C2)CC2CCC(CC2)NC(C2=C(N=CC(=C2)Cl)C)=O)=O